NC1=NC=C(C2=C1C(=NN2[C@H]2C[C@@H](CCC2)N)C2=CC=C(C(=O)NC1=NC=CC(=C1)C(F)(F)F)C=C2)Br 4-[4-amino-1-[(1R,3R)-3-aminocyclohexyl]-7-bromo-pyrazolo[4,3-c]pyridin-3-yl]-N-[4-(trifluoromethyl)-2-pyridyl]benzamide